octadecanol 3,5-di-tert-butyl-4-hydroxyphenyl-propionate C(C)(C)(C)C=1C=C(C=C(C1O)C(C)(C)C)C(C(=O)OCCCCCCCCCCCCCCCCCC)C